N-((5-chloro-6-(cyclopropylmethoxy)-1H-indol-2-yl)methyl)-1-methylcyclopropane-1-carboxamide ClC=1C=C2C=C(NC2=CC1OCC1CC1)CNC(=O)C1(CC1)C